N-ethyl-N-(2-(5-fluoro-1H-indol-3-yl)ethyl)prop-2-en-1-amine C(C)N(CC=C)CCC1=CNC2=CC=C(C=C12)F